3-Ethoxyhexahydrocyclopenta[c]pyrrol-1(2H)-one C(C)OC1C2C(C(N1)=O)CCC2